CC1=CC=C(C=N1)CNC1=NC=NC2=CC=C(C=C12)C1=C(C(=O)N)C=CC=C1 2-(4-(((6-Methylpyridin-3-yl)methyl)amino)quinazolin-6-yl)benzamide